BrC1=CC=CC=2NC3=CC=CC(=C3C12)Br 4,5-dibromocarbazole